C(CCCCCCCC)[C@@](CO)(O)[C@@](O)([C@H](O)COCCCCCCCCC)CCCCCCCCC 2,3,5-O-trinonyl-xylitol